C(C)OC(=O)C=1OC2=C(C1C)C=C(C=C2)S(N(CCC2=CC=CC=C2)C2=C(C=CC=C2)N2CCN(CC2)CC2=CN=CC=C2)(=O)=O 3-Methyl-5-(N-(2-(4-nicotinyl-piperazin-1-yl)phenyl)-N-phenethylsulfamoyl)benzofuran-2-carboxylic acid ethyl ester